FC1=CC(=C(C=C1C=1N=NN(N1)CCOC)NC(=O)C=1C=NN2C1C=CC=C2)C N-[4-Fluoro-5-[2-(2-methoxyethyl)tetrazol-5-yl]-2-methylphenyl]pyrazolo[1,5-a]pyridine-3-carboxamide